2-(3-((2R)-2-(methoxymethyl)-1-(4-methyl-4H-1,2,4-triazol-3-yl)cyclopropyl)phenyl)-6-(((1-methylcyclobutyl)amino)methyl)-4-(trifluoromethyl)isoindolin-1-one COC[C@H]1C(C1)(C1=NN=CN1C)C=1C=C(C=CC1)N1C(C2=CC(=CC(=C2C1)C(F)(F)F)CNC1(CCC1)C)=O